methyl-((S)-2,2,2-trifluoro-1-(8-(1-methyl-1H-imidazol-4-yl)dibenzo[b,d]furan-3-yl)ethyl)-L-leucine CN([C@@H](CC(C)C)C(=O)O)[C@H](C(F)(F)F)C=1C=CC2=C(OC3=C2C=C(C=C3)C=3N=CN(C3)C)C1